C(CCCCCCCCCCC)O[C@@H]1O[C@@H]([C@H]([C@@H]([C@H]1O)O)O)CO (2r,3r,4s,5s,6r)-2-dodecyloxy-6-(hydroxymethyl)oxan-3,4,5-triol